C(C)(=O)OC1CCOC2=CC=CC=C12 chroman-4-yl acetate